Imidazo[1,2-a]pyrimidine-5,7-diol N=1C=CN2C1N=C(C=C2O)O